Ethylsulfanyl-N-[(3-fluorophenyl)-methyl]-4-methyl-6-morpholin-4-yl-pyridine-3-carboxylic acid amide C(C)SC1=NC(=CC(=C1C(=O)NCC1=CC(=CC=C1)F)C)N1CCOCC1